calcium trimesate C(C1=CC(C(=O)[O-])=CC(C(=O)[O-])=C1)(=O)[O-].[Ca+2].C(C1=CC(C(=O)[O-])=CC(C(=O)[O-])=C1)(=O)[O-].[Ca+2].[Ca+2]